ClC1=C(C(=CC=C1)C(F)(F)F)COC1=CC=C(C=C1)[C@]1(CN(CC1)C(=O)C1CCS(CC1)(=O)=O)S(=O)(=O)C1=CC=C(C=C1)F 4-[(3R)-3-(4-{[2-chloro-6-(trifluoromethyl)phenyl]methoxy}phenyl)-3-(4-fluorobenzenesulfonyl)pyrrolidine-1-carbonyl]-1λ6-thiane-1,1-dione